3-{[(3S)-3-methylpiperidin-1-yl]methyl}-6H,7H-pyrrolo[3,4-b]pyridin-5-one C[C@@H]1CN(CCC1)CC=1C=C2C(=NC1)CNC2=O